CC1(CN(C2=CC(=CC=C12)N1C(NC(C1=O)(C)C)=O)S(=O)(=O)C)C 3-(3,3-dimethyl-1-(methylsulfonyl)indolin-6-yl)-5,5-dimethylimidazolidine-2,4-dione